C(C)OC(=O)C1C2C=CC(C1C(=O)OCC)C2.C21C3C(C(C=C2)C1)C(=O)OC3=O 5-Norbornene-2,3-dicarboxylic anhydride diethyl-5-norbornene-2,3-dicarboxylate